BrC1=CC(=C(C=C1OCC)NC(C1=CC=CC=C1)=O)OCC N-(4-bromo-2,5-diethoxyphenyl)benzamide